3-(1-methyl-1H-pyrazol-4-yl)-N-(4-(4-oxo-4-(pyrrolidin-1-ylamino)butyl)-1-phenyl-1H-imidazol-2-yl)benzamide CN1N=CC(=C1)C=1C=C(C(=O)NC=2N(C=C(N2)CCCC(NN2CCCC2)=O)C2=CC=CC=C2)C=CC1